(2S)-2-cyclohexyl-N-(2-oxospiro[indoline-3,4'-tetrahydropyran]-6-yl)-2-{[2-(pyridin-4-yl)acetyl]amino}acetamide C1(CCCCC1)[C@@H](C(=O)NC1=CC=C2C(=C1)NC(C21CCOCC1)=O)NC(CC1=CC=NC=C1)=O